Methyl 1-benzyl-5-hydroxy-2-oxo-2,3-dihydro-1H-benzo[b]azepine-4-carboxylate C(C1=CC=CC=C1)N1C2=C(C(=C(CC1=O)C(=O)OC)O)C=CC=C2